8-Hydroxyquinoline salicylate C(C=1C(O)=CC=CC1)(=O)O.OC=1C=CC=C2C=CC=NC12